tert-butyl (5-(N,N-bis(4-methoxybenzyl)sulfamoyl)-1-(prop-1-en-2-yl)isoquinolin-7-yl)carbamate COC1=CC=C(CN(S(=O)(=O)C2=C3C=CN=C(C3=CC(=C2)NC(OC(C)(C)C)=O)C(=C)C)CC2=CC=C(C=C2)OC)C=C1